N1=NN=C2C1=CON2 isoxazolo[3,4-d]triazole